Ethyl {[5-(3-chlorophenyl)-1-phenyl-1H-pyrazol-3-yl]oxy}acetate ClC=1C=C(C=CC1)C1=CC(=NN1C1=CC=CC=C1)OCC(=O)OCC